9-Pyrimidin-5-yl-2-(tetrahydro-furan-2-ylmethoxy)-6,7-dihydro-pyrimido[6,1-a]isoquinolin-4-one N1=CN=CC(=C1)C=1C=C2CCN3C(C2=CC1)=CC(=NC3=O)OCC3OCCC3